N1C(CCC1)/C=C/C1=NC=2N(C=C1)C=C(N2)C2=C(C=C(C=C2)N2N=CC=N2)O (E)-2-(7-(2-(pyrrolidin-2-yl)vinyl)imidazo[1,2-a]pyrimidin-2-yl)-5-(2H-1,2,3-triazol-2-yl)phenol